C(C)(C)OC1=CC=C(C=C1)CC=1C=NNC1C 4-[(4-isopropoxyphenyl)methyl]-5-methyl-1H-pyrazole